C(C=C)(=O)N(CCSSCCN)C(C=C)=O N,N-bis(acryloyl)Cystamine